C1(=CCCC1)C[C@@H](C(=O)[C@@]1(OC1)C)NC([C@H](CC1=CC=C(C=C1)OC)NC(=O)C1C(C1)C(CN1CCOCC1)=O)=O N-((S)-1-(((S)-3-(cyclopent-1-en-1-yl)-1-((R)-2-methyloxiran-2-yl)-1-oxopropan-2-yl)amino)-3-(4-methoxyphenyl)-1-oxopropan-2-yl)-2-(2-morpholinoacetyl)cyclopropane-1-carboxamide